2,5-dimethyl-adipic acid CC(C(=O)O)CCC(C(=O)O)C